O[C@H](COC=1C=C(C=CC1)S(=O)(=O)NC)CN[C@H]1COC2(C1)CCN(CC2)S(=O)(=O)C=2C=NC1=CC=CC=C1C2 3-((S)-2-hydroxy-3-((R)-8-(quinolin-3-ylsulfonyl)-1-oxa-8-azaspiro[4.5]decan-3-ylamino)propoxy)-N-methylbenzenesulfonamide